2-(6-chloro-5-fluoro-3-pyridinyl)-1-[(1-methyl-1,2,4-triazol-3-yl)methyl]imidazole-4-carbaldehyde ClC1=C(C=C(C=N1)C=1N(C=C(N1)C=O)CC1=NN(C=N1)C)F